(tri-2-propen-1-ylsilyl)-benzene C(C=C)[Si](CC=C)(CC=C)C1=CC=CC=C1